3-(N-(2-hydroxy-5-(4'-(trifluoromethyl)-[1,1'-biphenyl]-4-carboxamido)phenyl)sulfamoyl)propionic acid OC1=C(C=C(C=C1)NC(=O)C1=CC=C(C=C1)C1=CC=C(C=C1)C(F)(F)F)NS(=O)(=O)CCC(=O)O